C(C)(=O)OC=1C(C(=O)OCCCN(CC)CC)=CC=CC1 Diethylaminopropyl acetylsalicylate